(2,2-Dimethoxyethyl)sulfamoylcarbamic acid ethyl ester C(C)OC(NS(NCC(OC)OC)(=O)=O)=O